OC12CCC(CC1)(CC2)NC(=O)C2=CC(=NN2[C@@H](C)C2=CC=CC=C2)C(=O)NC (S)-N5-(4-Hydroxybicyclo[2.2.2]octan-1-yl)-N3-methyl-1-(1-phenylethyl)-1H-pyrazole-3,5-dicarboxamide